Tert-butyl 3-[3-[4-[4-amino-3-(4-phenoxyphenyl)pyrazolo[3,4-d]pyrimidin-1-yl]-1-piperidyl]azetidine-1-yl]azetidine-1-carboxylate NC1=C2C(=NC=N1)N(N=C2C2=CC=C(C=C2)OC2=CC=CC=C2)C2CCN(CC2)C2CN(C2)C2CN(C2)C(=O)OC(C)(C)C